(1S,3S)-3-aminocyclobutanol hydrochloride C1C(CC1O)N.Cl